CC(C(C(=O)OCC)C1=CC(=NO1)OCCCOCCCOS(=O)(=O)C)C ethyl 3-methyl-2-[3-[3-(3-methylsulfonyloxypropoxy)propoxy]isoxazol-5-yl]butanoate